tert-butyl (2R,4R)-7'-(fluoromethyl)-2,3'-dimethyl-6',7'-dihydrospiro[piperidine-4,4'-pyrazolo[5,1-c][1,4]oxazine]-1-carboxylate FCC1N2C([C@]3(OC1)C[C@H](N(CC3)C(=O)OC(C)(C)C)C)=C(C=N2)C